Tetrapropylphosphine C(CC)P(CCC)(CCC)CCC